FC1=CC(=C(CC2=NC3=C(N2C2CCC(CC2)OC)C=CC(=C3)C=3C(=NOC3C)C)C=C1)OC 4-(2-(4-fluoro-2-methoxybenzyl)-1-((1r,4r)-4-methoxycyclohexyl)-1H-benzo[d]imidazol-5-yl)-3,5-dimethylisoxazole